8-chloro-2-methyl-5-[[2-[2-([1,2,4]triazolo[4,3-a]pyridin-7-ylamino)ethyl]-2-azaspiro[3.3]heptan-6-yl]oxy]isoquinolin-1-one ClC=1C=CC(=C2C=CN(C(C12)=O)C)OC1CC2(CN(C2)CCNC2=CC=3N(C=C2)C=NN3)C1